ClC=1C=CC(=NC1)C(=O)NC[C@@H]1CC[C@H](CC1)NC(COC1=CC(=C(C=C1)Cl)F)=O trans-5-chloro-N-((4-(2-(4-chloro-3-fluorophenoxy)acetamido)cyclohexyl)methyl)pyridinecarboxamide